ClC=1C(=NC(=NC1)N1CCNC(CC1)C)NC=1C=C2C=NNC2=CC1 N-(5-chloro-2-(5-methyl-1,4-diazepan-1-yl)pyrimidin-4-yl)-1H-indazol-5-amine